O=C1N(CCC(N1)=O)C=1C=C(C=CC1)C1CCN(CC1)C(=O)OC(C)(C)C tert-butyl 4-[3-(2,4-dioxohexahydropyrimidin-1-yl)phenyl]piperidine-1-carboxylate